C(CCCCCCCCCCCCCCC)N(CCCCCCCCCCCCCCCC)O N,N-dihexadecylhydroxyl-amine